Cl.NC(CC(=O)N1CCN(CC1)C(=O)NC1=NC(N(C=C1)C1=CC(=C(C=C1)CN1CCC(CC1)N)C(F)(F)F)=O)(C)C 4-(3-Amino-3-methylbutanoyl)-N-(1-(4-((4-aminopiperidin-1-yl)methyl)-3-(trifluoromethyl)phenyl)-2-oxo-1,2-dihydropyrimidin-4-yl)piperazine-1-carboxamide hydrochloride salt